2-(4-chlorophenyl)-2-oxo-1-phenylethyl quinoline-2-carboxylate N1=C(C=CC2=CC=CC=C12)C(=O)OC(C(=O)C1=CC=C(C=C1)Cl)C1=CC=CC=C1